o-bis(dimethylhydroxysilyl)benzene C[Si](C1=C(C=CC=C1)[Si](O)(C)C)(O)C